trimethyl-(methacrylamide) CC(C(C(=O)N)=C)(C)C